N=1N=CN2C1C=CC(=C2)C2=CNC=1N=C(N=CC12)NC1CCC(CC1)NC(C)=O N-((1s,4s)-4-((5-([1,2,4]triazolo[4,3-a]pyridin-6-yl)-7H-pyrrolo[2,3-d]pyrimidin-2-yl)amino)cyclohexyl)acetamide